(4-(5-(chlorodifluoromethyl)-1,2,4-oxadiazol-3-yl)phenyl)methanamine ClC(C1=NC(=NO1)C1=CC=C(C=C1)CN)(F)F